C(C)(C)(C)OC(=O)NC1=C(C(=O)O)C(=CC=N1)Cl 2-(tert-Butoxycarbonylamino)-4-chloronicotinic acid